C(C)OC(=O)C1=CC(=NN1C1=NC(=C2N=C(N(C2=N1)CC)C1=CC=NC=C1)N1CCOCC1)C1CC1 cyclopropyl-1-(9-ethyl-6-morpholino-8-(pyridin-4-yl)-9H-purin-2-yl)-1H-pyrazole-5-carboxylic acid ethyl ester